6-(3-Amino-6-(1-methyl-1H-pyrazol-4-yl)pyrazin-2-yl)-2-(3,5-dimethoxyphenyl)-4-propylpyridazin-3(2H)-on NC=1C(=NC(=CN1)C=1C=NN(C1)C)C=1C=C(C(N(N1)C1=CC(=CC(=C1)OC)OC)=O)CCC